bis(2-benzylbenzoyl) peroxide C(C1=CC=CC=C1)C1=C(C(=O)OOC(C2=C(C=CC=C2)CC2=CC=CC=C2)=O)C=CC=C1